C(C)C(C(=O)O)(CO)C1=CC=CC=C1 ethyl-tropic acid